(S)-1-cyano-N-(6-(3,6-dimethoxypyridazin-4-yl)imidazo[1,2-a]pyridin-2-yl)pyrrolidine-3-carboxamide C(#N)N1C[C@H](CC1)C(=O)NC=1N=C2N(C=C(C=C2)C2=C(N=NC(=C2)OC)OC)C1